4-((E)-2-(2-(((1r,4r)-4-(dimethylamino)cyclohexylamino)pyrimidin-5-yl)vinyl)-3-methylphenyl)benzenesulfonamide CN(C1CCC(CC1)NC1=NC=C(C=N1)/C=C/C1=C(C=CC=C1C)C1=CC=C(C=C1)S(=O)(=O)N)C